FC1=C(C(=CC(=C1)OC1CCOCC1)F)C=1C=C2C(=CN1)NN=C2C=2C=NN(C2)C 5-(2,6-Difluoro-4-(tetrahydro-2H-pyran-4-yloxy)phenyl)-3-(1-methyl-1H-pyrazol-4-yl)-1H-pyrazolo[3,4-c]pyridine